8-(4-chloro-2-methylphenyl)-9-(4-((1-(3-fluoropropyl)azetidin-3-ylidene)methyl)phenyl)-6,7-dihydro-5H-benzo[7]annulene-3-carboxylic acid ClC1=CC(=C(C=C1)C=1CCCC2=C(C1C1=CC=C(C=C1)C=C1CN(C1)CCCF)C=CC(=C2)C(=O)O)C